7-(4-(1-(aminomethyl)-5-((methyl-d3)amino)-4-oxo-3,4-dihydropyrido[3,4-d]Pyridazin-7-yl)-1-methyl-1H-pyrazol-5-yl)-6-fluorospiro[chromene-2,1'-cyclopropane]-8-carbonitrile NCC=1C2=C(C(NN1)=O)C(=NC(=C2)C=2C=NN(C2C2=C(C=C1C=CC3(CC3)OC1=C2C#N)F)C)NC([2H])([2H])[2H]